(R)-2-(3-(1-(6-bromo-2-methylquinazolin-4-yl)aminoethyl)-2-fluorophenyl)-2,2-difluoroethan-1-ol BrC=1C=C2C(=NC(=NC2=CC1)C)N[C@H](C)C=1C(=C(C=CC1)C(CO)(F)F)F